dicyclopentyl-(4-trifluoromethoxyphenyl)phosphine hentriacontyl-laurate C(CCCCCCCCCCCCCCCCCCCCCCCCCCCCCC)OC(CCCCCCCCCCC)=O.C1(CCCC1)P(C1=CC=C(C=C1)OC(F)(F)F)C1CCCC1